ClC=1C(=NC=NC1)C=O 5-CHLOROPYRIMIDINE-4-CARBOXALDEHYDE